methyl 2-methyl-1,3-thiazole-5-carboxylate CC=1SC(=CN1)C(=O)OC